1-(3-cyano-4-fluorophenyl)-3-(trifluoromethyl)-1H-pyrazole-5-carboxylic acid C(#N)C=1C=C(C=CC1F)N1N=C(C=C1C(=O)O)C(F)(F)F